ClC1=CC=C(C=C1)C1=CC=NC=2N1N=C(C2C2=NC1=C(C=NC(=C1)C(F)(F)F)N2C)SCC 2-(7-(4-chlorophenyl)-2-(ethylsulfanyl)pyrazolo[1,5-a]pyrimidin-3-yl)-3-methyl-6-(trifluoromethyl)-3H-imidazo[4,5-c]pyridine